C(C1=CC=CC=C1)(=O)O.C(C)O ethanol, benzoic acid Salt